C(C#C)OCCOCCOCCOCCOCCOCCOC=1C=C(C=O)C=CC1 3-[2-[2-[2-[2-[2-(2-prop-2-ynoxyethoxy)ethoxy]ethoxy]ethoxy]ethoxy]ethoxy]benzaldehyde